C(C)N([C@H](C(=O)O)CC1=CC=C(C=C1)C)C(=O)OCC1C2=CC=CC=C2C=2C=CC=CC12 (2S)-2-[ethyl-(9H-fluoren-9-ylmethoxycarbonyl)amino]-3-(4-methylphenyl)propionic acid